CC1(CCN2N=C(C=C21)CO)C (4,4-dimethyl-5,6-dihydro-4H-pyrrolo[1,2-b]pyrazol-2-yl)methanol